C1=C(C=CC=2CCCCC12)NC1CCC(CC1)NC([O-])=O (4-((5,6,7,8-tetrahydronaphthalen-2-yl)amino)cyclohexyl)carbamate